C(CCCCCC(C)C)C1(CCCCC1)CC(CCCC)CC isononyl-(2-ethylhexyl)cyclohexane